isopropyl (trans-4-(5-(2-(N-ethylsulfamoyl)-4-(isopropylcarbamoyl)phenyl)thiazol-2-yl)cyclohexyl)carbamate C(C)NS(=O)(=O)C1=C(C=CC(=C1)C(NC(C)C)=O)C1=CN=C(S1)[C@@H]1CC[C@H](CC1)NC(OC(C)C)=O